C(C1=CC=CC=C1)NC1CN(C2=C(OC1)C=C(C(=C2)F)F)C(=O)OC(C)(C)C tert-butyl 3-(benzylamino)-7,8-difluoro-3,4-dihydrobenzo[b][1,4]oxazepine-5(2H)-carboxylate